C(C1=CC=CC=C1)NC(C=C=O)=O N-benzyl-2-carbonylacetamide